trimethylenedimelamine N1=C(NCCCNC2=NC(=NC(=N2)N)N)N=C(N)N=C1N